2-(4-(3-amino-6-chloropyridazin-4-yl)piperazin-1-yl)isonicotinic acid NC=1N=NC(=CC1N1CCN(CC1)C=1C=C(C(=O)O)C=CN1)Cl